FCC1=NN(C(C=2N1C1=C(C2)SC=C1)=O)CC(=O)NC1=NC=C(C=N1)F 2-(5-(fluoromethyl)-8-oxothieno[2',3':4,5]pyrrolo[1,2-d][1,2,4]triazin-7(8H)-yl)-N-(5-fluoropyrimidin-2-yl)acetamide